(1S)-2-[4,6-bis(trifluoromethyl)-1,3,5-triazin-2-yl]-6-methoxy-1-(2-methylpropyl)-2,3,4,9-tetrahydro-1H-pyrido[3,4-b]indole FC(C1=NC(=NC(=N1)C(F)(F)F)N1[C@H](C=2NC3=CC=C(C=C3C2CC1)OC)CC(C)C)(F)F